2-(3-fluoro-4-(7-((tetrahydro-2H-pyran-4-yl)carbamoyl)benzo[d]imidazo[2,1-b]thiazol-2-yl)phenyl)-4-oxopyrrolidine-1-carboxylic acid tert-butyl ester C(C)(C)(C)OC(=O)N1C(CC(C1)=O)C1=CC(=C(C=C1)C=1N=C2SC3=C(N2C1)C=CC(=C3)C(NC3CCOCC3)=O)F